CC1=CC(=NC=C1OC(F)(F)F)C1=CC=C(C=C1)CO [4-[4-Methyl-5-(trifluoromethoxy)-2-pyridinyl]phenyl]methanol